BrC1=CC=C(C=C1)C1C(C2CCC(C1)N2CCCF)C(=O)OC methyl 3-(4-bromophenyl)-8-(3-fluoropropyl)-8-azabicyclo[3.2.1]octane-2-carboxylate